2-methyl-5-(8-((1-phenylethyl)amino)-9H-carbazol-3-yl)isoindolin-1-one CN1C(C2=CC=C(C=C2C1)C=1C=CC=2NC3=C(C=CC=C3C2C1)NC(C)C1=CC=CC=C1)=O